6-[1-(2,2-difluoroethyl)-1H-pyrazolo[4,3-b]pyridin-6-yl]-2-[2-methyl-6-(trifluoromethyl)pyrimidin-4-yl]-2,6-diazaspiro[3.4]octane FC(CN1N=CC2=NC=C(C=C21)N2CC1(CN(C1)C1=NC(=NC(=C1)C(F)(F)F)C)CC2)F